6-oxo-5,6-dihydropyrido[3,2-e]pyrrolo[1,2-c]pyrimidine-3-carboxylic acid methyl ester COC(=O)C=1C=CC=2C=3N(C(NC2N1)=O)C=CC3